O=C1NC(CCC1N1C(C2=CC=CC(=C2C1)NCCCC(=O)O)=O)=O 4-((2-(2,6-dioxopiperidin-3-yl)-1-oxoisoindoline-4-yl)amino)butanoic acid